FC1=CC=C(C=C1)C1=CC(N2C1=C(C=1C=CC=CC21)C)(O)C(F)(F)F 1-(4-Fluorophenyl)-9-methyl-3-(trifluoromethyl)-3H-pyrrolo[1,2-a]indol-3-ol